2-Morpholino-1-propyl-1H-indole O1CCN(CC1)C=1N(C2=CC=CC=C2C1)CCC